1-(6-bromo-2-{[(3R,3'R)-3'-hydroxy-1,4-dihydro-1'H,2H-spiro[isoquinoline-3,4'-piperidin]-1'-yl]carbonyl}imidazo[1,2-a]pyridin-8-yl)cyclopropanecarbonitrile BrC=1C=C(C=2N(C1)C=C(N2)C(=O)N2C[C@H]([C@@]1(CC2)NCC2=CC=CC=C2C1)O)C1(CC1)C#N